3-[(4-chlorophthalazin-1-yl)amino]-2-methyl-propane-1,2-diol ClC1=NN=C(C2=CC=CC=C12)NCC(CO)(O)C